C(C1=CC=CC=C1)C1=NC(=C(C(=N1)N)[N+](=O)[O-])OC1(CC1)C benzyl-6-(1-methylcyclopropoxy)-5-nitropyrimidin-4-amine